4-(4-chlorophenyl)-3-((S)-3,3,3-trifluoro-2-hydroxypropyl)-1,3-dihydro-2H-imidazol-2-one ClC1=CC=C(C=C1)C=1N(C(NC1)=O)C[C@@H](C(F)(F)F)O